O[C@]12C([C@H]3[C@H]4[C@@H]5CC[C@H]([C@@H](CCCC(C)C)C)[C@]5(CC[C@@H]4[C@]2(CC=CC1)CO3)C)=O 7β,19-epoxy-5a-hydroxy-cholest-2-en-6-one